ClC=1C=C(C=CC1)C1(CC1)NC1=NC(=NC2=CC=C(C=C12)C=1C(=NOC1C)C)C(=O)NC1CCOCC1 4-((1-(3-chlorophenyl)cyclopropyl)amino)-6-(3,5-dimethylisoxazol-4-yl)-N-(tetrahydro-2H-pyran-4-yl)quinazoline-2-carboxamide